FC(C(=O)O)(F)F.C(C)(=O)N1CCN(CC1)C=1C=C2C=C(N=CC2=CC1)C(=O)NC1=CC(=CC=C1)[C@@H](CC1=NN=CN1C)C (R)-6-(4-acetylpiperazin-1-yl)-N-(3-(1-(4-methyl-4H-1,2,4-triazol-3-yl)propan-2-yl)phenyl)isoquinoline-3-carboxamide 2,2,2-trifluoroacetate